N1N=NC2=C1C=CC(=C2)CN2C(C1=CC=CC=C1C2=O)CC=2C(=NN(C2C#N)C)C 4-((2-((1H-benzo[d][1,2,3]triazol-5-yl)methyl)-3-oxoisoindolin-1-yl)methyl)-1,3-dimethyl-1H-pyrazole-5-carbonitrile